C(C1=CC=CC=C1)N1C(C(NC2=CC(=CC=C12)Cl)=O)C(F)F 4-benzyl-7-chloro-3-(difluoromethyl)-3,4-dihydroquinoxalinone